NC(C)C1=CC(=C(C(=O)OC)C(=C1)F)F methyl 4-(1-aminoethyl)-2,6-difluorobenzoate